OC=1C(NN=C(C1)CCC1=CC(=CC=C1)C(F)(F)F)=O 4-hydroxy-6-{2-[3-(trifluoromethyl)phenyl]ethyl}pyridazin-3(2H)-one